quinazoline-2-benzamide N1=C(N=CC2=CC=CC=C12)C1=CC=CC=C1C(=O)N